1-(2,4-dimethoxyphenyl)cyclopropylamine COC1=C(C=CC(=C1)OC)C1(CC1)N